t-pentyloxydiphenyl-vinylsilane C(C)(C)(CC)O[Si](C=C)(C1=CC=CC=C1)C1=CC=CC=C1